3,4-difluoro-1,2,5-oxazaborole FC1=NOB=C1F